N-[1-(azetidin-3-yl)-3-[5-cyclopropylsulfonyl-2-(difluoromethoxy)phenyl]pyrazol-4-yl]pyrazolo[1,5-a]pyrimidine-3-carboxamide N1CC(C1)N1N=C(C(=C1)NC(=O)C=1C=NN2C1N=CC=C2)C2=C(C=CC(=C2)S(=O)(=O)C2CC2)OC(F)F